COC1=CC=C(C(=N1)CCOC1OCCCC1)CCOC1OCCCC1 6-methoxy-2,3-bis(2-((tetrahydro-2H-pyran-2-yl)oxy)ethyl)pyridine